N(=[N+]=[N-])CCOC(=O)NCCCC[C@H](N)C(=O)O N6-((2-azidoethoxy)-carbonyl)-L-lysine